ClC=1C(=C(C=CC1)C1(CN(C1)C(=O)OC(C)(C)C)NC=1C=C2N(C(C(N(C2=CC1)C)=O)=O)C)C tert-butyl 3-(3-chloro-2-methylphenyl)-3-((1,4-dimethyl-2,3-dioxo-1,2,3,4-tetrahydroquinoxalin-6-yl)amino)azetidine-1-carboxylate